2-(hex-2-enyl)-2,5,5-trimethylcyclopentanone C(C=CCCC)C1(C(C(CC1)(C)C)=O)C